N-[3-(5-chloro-1,3-benzoxazol-2-yl)-1-bicyclo[1.1.1]pentanyl]-2,2-dioxo-2λ6-thiaspiro[3.3]heptane-6-carboxamide ClC=1C=CC2=C(N=C(O2)C23CC(C2)(C3)NC(=O)C3CC2(CS(C2)(=O)=O)C3)C1